C(C1=CC=CC=C1)N1C(=NC=2C1=NC=CC2)C=2C=C(N)C=CC2 3-(3-benzyl-3H-imidazo[4,5-b]pyridin-2-yl)aniline